1-{2-[(2,3-dihydroxypropyl)(methyl)amino]acetyl}piperidin OC(CN(CC(=O)N1CCCCC1)C)CO